(S)-8-chloro-4-((3-chloro-4-fluorophenyl)amino)-6-(((1-(oxetan-3-yl)-1H-1,2,3-triazol-4-yl)(4,5,6,7-tetrahydrothieno[2,3-c]pyridin-3-yl)methyl)amino)quinoline-3-carbonitrile ClC=1C=C(C=C2C(=C(C=NC12)C#N)NC1=CC(=C(C=C1)F)Cl)N[C@@H](C1=CSC=2CNCCC21)C=2N=NN(C2)C2COC2